ClCC\C=C/CCCCCCCCCCCCC(OC)OC (3Z)-1-chloro-17,17-dimethoxy-3-heptadecene